1-(1,2-oxazol-3-yl)methanamine hydrochloride Cl.O1N=C(C=C1)CN